C(C)(C)(C)OC(=O)N(N(C1=CC2=C(N=C(S2)C)C=C1)CC)CC1CC1 1-(Cyclopropylmethyl)-2-ethyl-2-(2-methylbenzo[d]thiazol-6-yl)hydrazine-1-carboxylic acid tert-butyl ester